C(C)[C@@H]1N(CCCC1)S(=O)(=O)C1=CC=C(C=C1)NC(NCC=1C=NC=CC1)=O 3-{4-[(2S)-2-ethylpiperidine-1-sulfonyl]phenyl}-1-(pyridin-3-ylmethyl)urea